3-sulfopropylmethacryloxyethyldimethylammonium S(=O)(=O)(O)CCC[N+](C)(C)CCOC(C(=C)C)=O